3-(5-bromofuran-2-yl)imidazo[1,5-a]pyrazine BrC1=CC=C(O1)C1=NC=C2N1C=CN=C2